BrC1=C(C(=C2N(C1=O)C1=C(N2)C=CC=C1)C#N)CC 2-Bromo-3-ethyl-1-oxo-1,5-dihydrobenzo[4,5]imidazo[1,2-a]pyridine-4-carbonitrile